CS(=O)C(C)(C)C tert-Butyl methyl sulfoxide